4-(bis(tert-butoxycarbonyl)amino)-6-chloro-1H-pyrazolo[3,4-d]pyrimidine C(C)(C)(C)OC(=O)N(C1=C2C(=NC(=N1)Cl)NN=C2)C(=O)OC(C)(C)C